methyl-imidazo[1,5-a]pyridine-7-sulfonamide CC=1N=CN2C1C=C(C=C2)S(=O)(=O)N